BrC=1C=C(C=CC1)C(C(=O)NNC(=S)NC)C1CCC1 1-[[2-(3-bromophenyl)-2-cyclobutyl-acetyl]amino]-3-methyl-thiourea